O1C(=CC=C1)C1=NC2=C(N1CCC1=C(C=CC(=C1)OC)OC)C=CC=C2 2-(2-furyl)-1-(2-(2,5-dimethoxyphenyl)ethyl)-1H-benzimidazole